4-bromo-3-(6,7-difluoro-4-oxo-1,4-dihydroquinolin-2-yl)benzonitrile BrC1=C(C=C(C#N)C=C1)C=1NC2=CC(=C(C=C2C(C1)=O)F)F